tert-butyl (2S,6S)-4-(4-(2-(2-aminopyridin-3-yl)-5-phenyl-3H-imidazo[4,5-b]pyridin-3-yl)benzyl)-2,6-dimethylpiperazine-1-carboxylate NC1=NC=CC=C1C1=NC=2C(=NC(=CC2)C2=CC=CC=C2)N1C1=CC=C(CN2C[C@@H](N([C@H](C2)C)C(=O)OC(C)(C)C)C)C=C1